ClC1=C(OC2=CC=C(C=C2)C2=NN(C3=C2C=NC=C3OCC)[C@H]3CN(CCC3)C(C=C)=O)C=CC=C1OC (R)-1-(3-(3-(4-(2-chloro-3-methoxyphenoxy)phenyl)-7-ethoxy-1H-pyrazolo[4,3-c]pyridin-1-yl)piperidin-1-yl)prop-2-en-1-one